2-(2,6-dioxo-3-piperidyl)-4-[4-[4-(piperazin-1-ylmethyl)-1-piperidyl]butylamino]isoindoline-1,3-dione O=C1NC(CCC1N1C(C2=CC=CC(=C2C1=O)NCCCCN1CCC(CC1)CN1CCNCC1)=O)=O